BrC=1C=C(C=CC1)N1N=NC(=C1)[N+](=O)[O-] 1-(3-bromophenyl)-4-nitro-1H-1,2,3-triazole